N-(4-methoxybenzyl)-1-phenyl-N-(4-(trifluoromethoxy)phenyl)methanesulfonamide COC1=CC=C(CN(S(=O)(=O)CC2=CC=CC=C2)C2=CC=C(C=C2)OC(F)(F)F)C=C1